4-methanesulfonyl-bromobenzene bromide [Br-].CS(=O)(=O)C1=CC=C(C=C1)Br